5-Bromo-4-oxo-1,3-dihydro-phthalazine-2-carboxylic acid tert-butyl ester C(C)(C)(C)OC(=O)N1CC2=CC=CC(=C2C(N1)=O)Br